4-{5-[(R)-(1,3-Dimethyl-azetidin-3-yl)-hydroxy-(4-isopropyl-phenyl)-methyl]-pyridin-3-yl}-2-(2-methyl-thiazol-5-yl)-but-3-yn-2-ol CN1CC(C1)(C)[C@@](C=1C=C(C=NC1)C#CC(C)(O)C1=CN=C(S1)C)(C1=CC=C(C=C1)C(C)C)O